(Dibenzofuranylphenyl)(biphenylyl)(diphenylfluorenyl)(dibenzothiophenylphenyl)(biphenylyl)(diphenylfluorenyl)amine C1(=CC=CC=2OC3=C(C21)C=CC=C3)C3=C(C=CC=C3)C=3C(=C2C=1C(=C(C(=C(C1CC2=CC3)N(C3=C(C=CC=C3)C3=CC=CC=C3)C3=C(C=CC=C3)C3=CC=CC=2SC1=C(C23)C=CC=C1)C1=CC=CC=C1)C1=CC=CC=C1)C1=C(C(=CC=2C3=CC=CC=C3CC12)C1=CC=CC=C1)C1=CC=CC=C1)C1=C(C=CC=C1)C1=CC=CC=C1